tert-butyl N-(3-{[4-(2-cyanoethoxy)butyl]amino}propyl)carbamate C(#N)CCOCCCCNCCCNC(OC(C)(C)C)=O